4-nitrophenylethanol sulfate S(=O)(=O)(O)OC(C)C1=CC=C(C=C1)[N+](=O)[O-]